methyl N-[[5-[1-(4-cyclopropyl-2,6-dichlorophenyl)-1H-pyrazol-3-yl]-2-methylphenyl]methyl]carbamate C1(CC1)C1=CC(=C(C(=C1)Cl)N1N=C(C=C1)C=1C=CC(=C(C1)CNC(OC)=O)C)Cl